C(C)OC(=O)C=1C=NN(C1C(F)F)C1CNCCC1 5-(difluoromethyl)-1-[piperidin-3-yl]-1H-pyrazole-4-carboxylic acid ethyl ester